FC1=CC=C(C=C1)C(C1=CC=CC=C1)=O 4'-fluorobenzophenone